CC=1SC2=C(C1C(=O)O)C=C(C=C2)OCC2=C(N=CS2)C methyl-5-[(4-methylthiazol-5-yl)methoxy]benzothiophene-3-carboxylic acid